C(#C)[C@@H]1[C@H](C1)C1CCN(CC1)C1=CC(=C(C=C1)[N+](=O)[O-])OC 4-[(1R,2S)-2-ethynylcyclopropyl]-1-(3-methoxy-4-nitrophenyl)piperidine